FC1([C@H](CN(CC1)[C@H](C(=O)NC1=CC=C(C=N1)C1=NC(=CC=C1)C)C)C1=CNC(C=C1)=O)F (S)-2-((S)-4,4-difluoro-3-(6-oxo-1,6-dihydropyridin-3-yl)piperidin-1-yl)-N-(6-methyl-[2,3'-bipyridin]-6'-yl)propanamide